NC=1C=CC(=C2CNC(C12)=O)C=1C=C2C(=NN(C2=CC1)CC1=CC=C(C=C1)OC)C1=CC=CC=C1 7-amino-4-[1-[(4-methoxyphenyl)methyl]-3-phenyl-indazol-5-yl]isoindolin-1-one